4-(((R)-2-methoxypropyl)(4-(5,6,7,8-tetrahydro-1,8-naphthyridin-2-yl)butyl)amino)-2-((5-phenylpyrimidin-4-yl)amino)butanoic acid CO[C@@H](CN(CCC(C(=O)O)NC1=NC=NC=C1C1=CC=CC=C1)CCCCC1=NC=2NCCCC2C=C1)C